5-methoxy-2-methyl-1-benzothiophene-3-carboxylic acid ethyl ester C(C)OC(=O)C1=C(SC2=C1C=C(C=C2)OC)C